O[C@@]1(C(N(CC1)C)=O)C=1C=C(C=CC1)C=1N=C(SC1)C1=CNC2=NC=C(C=C21)C#N (R)-3-(4-(3-(3-Hydroxy-1-methyl-2-oxopyrrolidin-3-yl)phenyl)thiazol-2-yl)-1H-pyrrolo[2,3-b]pyridine-5-carbonitrile